C(C)(C)(C)OC(=O)N1C[C@H]([C@@H](CCC1)C[B-](F)(F)F)C1=CC=C(C=C1)C(=O)OC(C)(C)C.[K+] potassium (((3R,4R)-1-(tert-butoxycarbonyl)-3-(4-(tert-butoxy carbonyl)phenyl)azepan-4-yl)methyl)trifluoroborate